NC=1C(=NN(C1C(=O)N)C1=CC=C(C=C1)CNC(C1=C(C=CC(=C1)F)OC)=O)C1CCOCC1 4-amino-1-(4-((5-fluoro-2-methoxybenzamido)methyl)phenyl)-3-(tetrahydro-2H-pyran-4-yl)-1H-pyrazole-5-carboxamide